N[C@@H]1CN(C[C@H]1F)C1=NC(=NC=C1)N1CCN(CC1)C[C@H]1CN(C[C@H](O1)C)C1=CC=C(C=2N=CC=NC12)C#N 8-[(2S,6R)-2-[[4-[4-[(3R,4R)-3-amino-4-fluoro-pyrrolidin-1-yl]pyrimidin-2-yl]piperazin-1-yl]methyl]-6-methyl-morpholin-4-yl]quinoxaline-5-carbonitrile